3-chloro-5-{2-[3-({4-[(1,1-dioxo-1λ6-thietan-3-yl)methanesulfonyl]phenoxy}methyl)-4-methylpyrrolidin-1-yl]ethyl}benzonitrile ClC=1C=C(C#N)C=C(C1)CCN1CC(C(C1)C)COC1=CC=C(C=C1)S(=O)(=O)CC1CS(C1)(=O)=O